2-Amino-N-(5-(1-(3,5-dichlorophenyl)-3-(3,3-dimethylmorpholine-4-carbonyl)-7-methoxy-1,4-dihydrochromeno[4,3-c]pyrazol-8-yl)pyridin-3-yl)acetamide 2,2,2-trifluoroacetate FC(C(=O)O)(F)F.NCC(=O)NC=1C=NC=C(C1)C1=CC2=C(C=C1OC)OCC1=C2N(N=C1C(=O)N1C(COCC1)(C)C)C1=CC(=CC(=C1)Cl)Cl